CC(C(=O)O)(CC(=C)C)C 2,2,4-TRIMETHYL-4-PENTENOIC ACID